C1(CC1)C1=C(C(=NO1)C1=C(C=CC=C1Cl)Cl)COC1=C(C=CC=C1)C=1C=C(SC1)C(=O)O 4-((5-Cyclopropyl-3-(2,6-dichlorophenyl)isoxazol-4-ylmethoxy)phenyl)thiophene-2-carboxylic acid